CO[Si](OC)(OC)CCCN(CCC[Si](OC)(OC)OC)CCC[Si](CC)(CC)C N,N-bis(trimethoxysilylpropyl)aminopropylmethyldiethylsilane